CC1=NC=2CCC(CC2C(N1)=O)N(CC1=CC=C(C=C1)C(F)(F)F)C 2-methyl-6-(methyl(4-(trifluoromethyl)benzyl)amino)-5,6,7,8-tetrahydroquinazolin-4(3H)-one